3-[3-[(2S)-2-[(3R)-1-tert-Butoxycarbonylpyrrolidin-3-yl]-2-carboxyethyl]phenyl]propanoic acid C(C)(C)(C)OC(=O)N1C[C@H](CC1)[C@H](CC=1C=C(C=CC1)CCC(=O)O)C(=O)O